CS(=O)(=O)C1CN(CC1)C1=C(C=O)C=CC(=C1)C(F)(F)F 2-(3-(methylsulfonyl)pyrrolidin-1-yl)-4-(trifluoromethyl)benzaldehyde